Cl.N1CCC(CC1)CCCP(OCC)(OCC)=O diethyl (3-(piperidin-4-yl)propyl)phosphonate hydrochloride